CN(CCNC(C1=CC=C(C=C1)C=1C=NN(C1N=C)\C(=C/C)\NCCC=1SC=CC1)=O)C N-[2-(dimethylamino)ethyl]-4-[5-(methyleneamino)-1-[(Z)-1-[2-(2-thienyl)ethylamino]prop-1-enyl]pyrazol-4-yl]benzamide